NC1=C(C(=CC=C1)Br)S(=O)(=O)NCC1=CC=C(C=C1)OC 2-amino-6-bromo-N-[(4-methoxyphenyl)methyl]benzene-1-sulfonamide